2-(4-nitrophenyl)-5-phenyl-2H-tetrazolium [N+](=O)([O-])C1=CC=C(C=C1)N1[NH+]=C(N=N1)C1=CC=CC=C1